C1=NC=C(C2=CC=CC=C12)N1C(NC[C@H]1C#N)=O (S)-3-(isoquinolin-4-yl)-2-oxoimidazolidine-4-carbonitrile